ClC=1C(=CC(=NC1)N1CCC(CC1)C(=O)N(C)C)NC=1C=C2C(=CC(N(C2=CC1)C)=O)N[C@H](C)C1CC1 (R)-1-(5-chloro-4-((4-((1-cyclopropylethyl)amino)-1-methyl-2-oxo-1,2-dihydroquinolin-6-yl)amino)pyridin-2-yl)-N,N-dimethyl-piperidine-4-carboxamide